ClC1=CC=C(C=C1)N1C(=NC=2N(C(N(C(C12)=O)CC(=O)OCC)=O)COCC[Si](C)(C)C)C1=C(C=C(C=C1)F)F ethyl 2-[7-(4-chlorophenyl)-8-(2,4-difluorophenyl)-2,6-dioxo-3-[[2-(trimethylsilyl)ethoxy]methyl]purin-1-yl]acetate